FC(COC1=CC=CC(=N1)NC1=CC=C2C=CNC2=C1)(F)F N-(6-(2,2,2-trifluoroethoxy)pyridin-2-yl)-1H-indol-6-amine